tert-butyl (3R,9aS)-3-(3-chloro-4-fluoro-phenyl)-3-hydroxy-1,4,6,7,9,9a-hexahydropyrazino[2,1-c][1,4]oxazine-8-carboxylate ClC=1C=C(C=CC1F)[C@@]1(CN2[C@H](CO1)CN(CC2)C(=O)OC(C)(C)C)O